methyl (S,E)-(1-((1-((6-fluoro-4-neopentyl-1H-benzo[d]imidazol-2-yl)methyl)-2-oxo-1,2-dihydropyridin-3-yl)amino)-1,7-dioxo-7-(pyrrolidin-1-yl)hept-5-en-2-yl)carbamate FC=1C=C(C2=C(NC(=N2)CN2C(C(=CC=C2)NC([C@H](CC\C=C\C(N2CCCC2)=O)NC(OC)=O)=O)=O)C1)CC(C)(C)C